N-adenosyl-L-phenylalanine [C@@H]1([C@H](O)[C@H](O)[C@@H](CN[C@@H](CC2=CC=CC=C2)C(=O)O)O1)N1C=NC=2C(N)=NC=NC12